C(C1=CC=CC=C1)N1[C@@H](C=2C=3C(=CC=CC13)N(CC(C2)C2=CC(=CC=C2)Br)C)C(=O)OC Methyl (S)-1-benzyl-4-(3-bromophenyl)-6-methyl-4,6-dihydro-1H-azepino[4,3,2-cd]indole-2-carboxylate